[4-(aminomethyl)piperidin-1-yl]-[2-(difluoromethyl)-4-[[3-(3-fluoro-4-methoxyphenyl)imidazo[1,2-a]pyrazin-8-yl]amino]phenyl]methanone NCC1CCN(CC1)C(=O)C1=C(C=C(C=C1)NC=1C=2N(C=CN1)C(=CN2)C2=CC(=C(C=C2)OC)F)C(F)F